C(C)(=O)C1=CC=C(C=C1)C=1C=2N(C(=NC1)NCC1=C(C=CC3=C1CCO3)F)C=C(N2)C#N 8-(4-acetylphenyl)-5-(((5-fluoro-2,3-dihydrobenzofuran-4-yl)methyl)amino)imidazo[1,2-c]pyrimidine-2-carbonitrile